(di-tert-butyl-(3,5-dimethylphenyl))Phosphin C(C)(C)(C)C1=C(C=C(C(=C1P)C(C)(C)C)C)C